3'-[[2,2-bis[(3-mercaptopropoxy)methyl]-1,3-propanediyl]bis(oxy)]bis-1-propanethiol SCCCOCC(COCCCS)(COCCCS)COCCCS